C(C1=CC=CC=C1)OC(=O)N[C@H](C(=O)O)CC1=CC2=C(OC(O2)(C)C)C=C1 (2S)-2-(benzyloxycarbonylamino)-3-(2,2-dimethyl-1,3-benzodioxol-5-yl)propanoic acid